N1=NC=CC2=C1NC(C2)=O 5,7-dihydro-6H-pyrrolo[2,3-c]pyridazin-6-one